(S)-2-(3-(4-((2-amino-7H-pyrrolo[2,3-d]pyrimidin-4-yl)oxy)phenyl)ureido)-4-phenyl-N-((S)-1-phenylethyl)butanamide NC=1N=C(C2=C(N1)NC=C2)OC2=CC=C(C=C2)NC(N[C@H](C(=O)N[C@@H](C)C2=CC=CC=C2)CCC2=CC=CC=C2)=O